(4-(methylsulfinyl)phenyl)-2-(4-(trifluoromethyl)phenyl)Azole-4-carboxylic acid ethyl ester C(C)OC(=O)C=1C(=C(NC1)C1=CC=C(C=C1)C(F)(F)F)C1=CC=C(C=C1)S(=O)C